ClC(N1CC=CC=C1)(Cl)Cl 1-trichloromethylpyridine